2-p-methoxyphenylethynyl-aniline COC1=CC=C(C=C1)C#CNC1=CC=CC=C1